C(C)N(C(=O)NC(C(=O)O)CCN(CCCCC1=NC=2NCCCC2C=C1)CCOC1=CC=C(C=C1)F)CC 2-(diethylcarbamoylamino)-4-[2-(4-fluorophenoxy)ethyl-[4-(5,6,7,8-tetrahydro-1,8-naphthyridin-2-yl)butyl]amino]butanoic acid